C1=C(C=CC2=CC=CC=C12)S(=O)(=O)O.NC1=CC=C(C=C1)C (p-toluidine) 2-naphthalenesulfonate